N,N-diethyl-4-(7-((3-(4-(pyrrolidin-1-yl)piperidin-1-yl)propyl)amino)thieno[3,2-b]pyridin-5-yl)benzamide C(C)N(C(C1=CC=C(C=C1)C1=CC(=C2C(=N1)C=CS2)NCCCN2CCC(CC2)N2CCCC2)=O)CC